2-heptyl-3,4-bis(9-isocyanatononyl)-1-pentylcyclohexane diisocyanate [N-]=C=O.[N-]=C=O.C(CCCCCC)C1C(CCC(C1CCCCCCCCCN=C=O)CCCCCCCCCN=C=O)CCCCC